8-bromo-2-methylisoquinolin-4(2H)-one BrC=1C=CC=C2C(CN(CC12)C)=O